N1CC(C1)O[C@@H]1[C@@H](CN(CC1)C(=O)OC(C)(C)C)F tert-butyl (3R,4S)-4-(azetidin-3-yloxy)-3-fluoro-piperidine-1-carboxylate